FC1=C(C=CC(=C1)C(C)(C)O)NC(=O)C=1C(N(N=CC1)C1=C(C=CC=C1)OCC(F)(F)F)=O N-[2-fluoro-4-(2-hydroxypropan-2-yl)phenyl]-3-oxo-2-[2-(2,2,2-trifluoroethoxy)phenyl]-2,3-dihydropyridazine-4-carboxamide